ClC1=CC=C(C=C1)C=1N=C2N(C=CC=C2)C1C=1N=C(SC1)CC1=CC(=C(C=C1)Cl)Cl 4-(2-(4-Chlorophenyl)imidazo[1,2-a]pyridin-3-yl)-2-(3,4-dichlorobenzyl)thiazol